C(C=C)[C@@]1([C@@H](CCC1)S(=O)[O-])C.[Na+] SODIUM (1R,2R)-2-ALLYL-2-METHYLCYCLOPENTANE-1-SULFINATE